NC=1C(=NC(=C(C1)C(F)(F)F)OC)C(=O)NCC(C(C)C)(C(F)(F)F)O 3-amino-N-(2-hydroxy-3-methyl-2-(trifluoromethyl)butyl)-6-methoxy-5-(trifluoromethyl)picolinamide